2-[(2,3,4,5,6-Pentafluorophenyl)methyl]oxirane FC1=C(C(=C(C(=C1F)F)F)F)CC1OC1